OCCCC1C(C=CC2=CC=CC=C12)C 4-(3-hydroxypropyl)-3-methyl-3,4-diHydronaphthalene